{5-bromo-3-[(4-methoxyphenyl)methoxy]pyridin-2-yl}methanol BrC=1C=C(C(=NC1)CO)OCC1=CC=C(C=C1)OC